ClC1=CN=CC=2N=C(N=C(C21)N2CCC1(CCN(C1)C(=O)OC(C)(C)C)CC2)C2=CC=NC=C2 tert-butyl 8-[5-chloro-2-(4-pyridyl) pyrido[3,4-d]pyrimidin-4-yl]-2,8-diazaspiro[4.5]decane-2-carboxylate